FC=1C=C(C=CC1F)C1(CCN(CC1)C1=CN=NC(=C1)C=1C(=NN(C1)C)C)O 4-(3,4-difluorophenyl)-1-(6-(1,3-dimethyl-1H-pyrazol-4-yl)pyridazin-4-yl)piperidin-4-ol